C(C)(C)(C)OC(=O)NCCNC(=O)CC[N+](C)(CC(C(CCCCCCCCCCCCCCCCCC#C)=O)N)CCC(NCCNC(=O)OC(C)(C)C)=O bis-[2-(2-tert-butoxycarbonylamino-ethylcarbamoyl)-ethyl]-(2-icos-19-ynoyl-amino-ethyl)-methyl-ammonium